2-(2-((2s,4s)-4-amino-2-(hydroxymethyl)pyrrolidin-1-yl)-6-cyclopropylpyrimidin-4-yl)-4-(2-fluoro-6-methoxyphenyl)-2,3-dihydro-1H-pyrrolo[3,4-c]pyridin-1-one N[C@H]1C[C@H](N(C1)C1=NC(=CC(=N1)N1CC=2C(=NC=CC2C1=O)C1=C(C=CC=C1OC)F)C1CC1)CO